(+/-)-2-(2-hydroxy-1-phenylethyl)-6-(methylcarbamoyl)isonicotinic acid OC[C@H](C1=CC=CC=C1)C=1C=C(C(=O)O)C=C(N1)C(NC)=O |r|